FC(N(C)C)(N(C)C)F 1,1-difluoro-N,N,N',N'-tetramethylmethanediamine